3,3-dimethyl-3,5,6,7-tetrahydrobenzofuran CC1(COC2=C1CCCC2)C